[2-[[(2R)-2-[[(2R)-2-amino-3-phenyl-propionyl]amino]-5-fluoro-pentanoyl]amino]hexanoyl]piperidine-4-carboxylic acid methyl ester Tritrifluoroacetate FC(C(=O)O)(F)F.FC(C(=O)O)(F)F.FC(C(=O)O)(F)F.COC(=O)C1CCN(CC1)C(C(CCCC)NC([C@@H](CCCF)NC([C@@H](CC1=CC=CC=C1)N)=O)=O)=O